(R)-6-(4-hydroxybenzofuran-5-yl)-4-methyl-3-((1-methylpiperidin-3-yl)amino)-1,2,4-triazine-5(4H)-one OC1=C(C=CC2=C1C=CO2)C=2C(N(C(=NN2)N[C@H]2CN(CCC2)C)C)=O